(3-chlorophenyl)-6-phenyldibenzo[b,d]furan ClC=1C=C(C=CC1)C1=CC=CC=2OC3=C(C21)C=CC=C3C3=CC=CC=C3